ClC1=NC(=CC(=C1)OC(C)C)C1(COCC1)OC 2-chloro-4-isopropoxy-6-(3-methoxytetrahydrofuran-3-yl)pyridine